4-(4-(5-(((1R,2R,3S,5S)-2-fluoro-8-azabicyclo[3.2.1]octan-3-yl)(methyl)amino)pyrazin-2-yl)-3-hydroxyphenyl)pyridin-2(1H)-one F[C@@H]1[C@H]2CC[C@@H](C[C@@H]1N(C=1N=CC(=NC1)C1=C(C=C(C=C1)C1=CC(NC=C1)=O)O)C)N2